tert-butyl (2S)-2-[5-cyclobutyl-7-[2-[[2-(4-fluoro-2-methoxycarbonyl-phenoxy)acetyl]amino]ethyl-methyl-amino]pyrazolo[1,5-a]pyrimidin-2-yl]piperidine-1-carboxylate C1(CCC1)C1=NC=2N(C(=C1)N(C)CCNC(COC1=C(C=C(C=C1)F)C(=O)OC)=O)N=C(C2)[C@H]2N(CCCC2)C(=O)OC(C)(C)C